tert-butyl 2-(4-(trifluoromethyl) phenyl)-5,6-dihydro-[1,2,4]triazolo[1,5-a]pyrazine-7(8H)-carboxylate FC(C1=CC=C(C=C1)C1=NN2C(CN(CC2)C(=O)OC(C)(C)C)=N1)(F)F